N-(3-((5-(4-bromo-3-(difluoromethyl)phenyl)-2-((1-methyl-1H-pyrazol-4-yl)amino)pyrimidin-4-yl)amino)-4-fluorophenyl)acrylamide BrC1=C(C=C(C=C1)C=1C(=NC(=NC1)NC=1C=NN(C1)C)NC=1C=C(C=CC1F)NC(C=C)=O)C(F)F